FC=1C=C2C3=C(NC2=CC1)[C@H]1[C@H]2N(CC3)C[C@H](C2)C1 (2S,12R,12aS)-8-fluoro-1,2,3,5,6,11,12,12a-octahydro-2,12-methanopyrrolo[1',2':1,2]azepino[4,5-b]indole